1-amino-2-methylcyclopentane NC1C(CCC1)C